tert-butyl 4-[[1-[1-(2,6-dioxo-3-piperidyl)-3-methyl-2-oxo-benzimidazol-5-yl]-4-piperidyl]methyl]piperidine-1-carboxylate O=C1NC(CCC1N1C(N(C2=C1C=CC(=C2)N2CCC(CC2)CC2CCN(CC2)C(=O)OC(C)(C)C)C)=O)=O